4-cyano-N-[4-(3-cyanophenyl)-5-[2-(hydroxymethyl)-6-methyl-4-pyridyl]thiazol-2-yl]-4-methylpiperidine-1-carboxamide C(#N)C1(CCN(CC1)C(=O)NC=1SC(=C(N1)C1=CC(=CC=C1)C#N)C1=CC(=NC(=C1)C)CO)C